3-((3-amino-6-(2-hydroxyphenyl)pyridazin-4-yl)ethynyl)-N-methylbicyclo[1.1.1]pentane-1-carboxamide NC=1N=NC(=CC1C#CC12CC(C1)(C2)C(=O)NC)C2=C(C=CC=C2)O